tert-Butyl 3-(4-(2-hydroxypropan-2-yl)-7-(thiazol-2-yl)benzo[d]oxazol-2-yl)-3,8-diazabicyclo[3.2.1]octane-8-carboxylate OC(C)(C)C1=CC=C(C2=C1N=C(O2)N2CC1CCC(C2)N1C(=O)OC(C)(C)C)C=1SC=CN1